C(C1=CC=CC=C1)OCN1C(N(C=C(C1=O)C)[C@@H]1O[C@]([C@H]([C@H]1O)O)(CO[Si](C(C)C)(C(C)C)C(C)C)CO)=O 3-(benzyloxymethyl)-1-[(2R,3R,4S,5S)-3,4-dihydroxy-5-(hydroxymethyl)-5-(triisopropyl-silyloxymethyl)tetrahydrofuran-2-yl]-5-methyl-pyrimidine-2,4-dione